FC(N1C2=C(C=3C=CC(=CC13)C=1C=NC(=NC1)N1CCC(CC1)CCN1CCN(CC1)C=1C=C3C(N(C(C3=CC1)=O)C1C(NC(CC1)=O)=O)=O)C=NC=C2)F 5-(4-(2-(1-(5-(5-(difluoromethyl)-5H-pyrido[4,3-b]indol-7-yl)pyrimidin-2-yl)piperidin-4-yl)ethyl)piperazin-1-yl)-2-(2,6-dioxopiperidin-3-yl)isoindoline-1,3-dione